4-((2-(azetidin-1-ylmethyl)benzyl)amino)-5-chloro-2-fluoro-N-(thiazol-4-yl)benzenesulfonamide 2,2,2-trifluoroacetate FC(C(=O)O)(F)F.N1(CCC1)CC1=C(CNC2=CC(=C(C=C2Cl)S(=O)(=O)NC=2N=CSC2)F)C=CC=C1